tert-butyl N-[4-fluoro-3-[[3-methyl-5-(2-phenylethynyl)-2-pyridyl]carbamoyl]phenyl]carbamate FC1=C(C=C(C=C1)NC(OC(C)(C)C)=O)C(NC1=NC=C(C=C1C)C#CC1=CC=CC=C1)=O